7-methyl-2H-1,5-benzodioxepin CC1=CC2=C(OCC=CO2)C=C1